FC=1C=C(C=CC1)NC=1SC=C(N1)C=1SC(=C(N1)C1=CC=CC=C1)C N-(3-fluorophenyl)-5-methyl-4-phenyl-[2,4'-bithiazole]-2'-amine